C(#N)C1=C(C=NC=C1)N1C=C(C=2C1=NC=C(C2)C=2C(=NOC2C)C)C2=C(C=C(C(=O)O)C=C2)OC(F)(F)F 4-(1-(4-cyanopyridin-3-yl)-5-(3,5-dimethylisoxazol-4-yl)-1H-pyrrolo[2,3-b]pyridin-3-yl)-3-(trifluoromethoxy)benzoic acid